FC(C(=O)O)(F)F.FC1(CCNCC1)CO (4-fluoropiperidin-4-yl)methanol trifluoroacetic acid salt